(3-methyl-2-(tetrahydro-2H-pyran-4-yl)-1H-indol-5-yl)methanamine hydrochloride Cl.CC1=C(NC2=CC=C(C=C12)CN)C1CCOCC1